N[C@H](CC1=C(C=2N=C(N=C(C2S1)NCC=1SC=C(N1)F)Cl)SC)C 6-[(2S)-2-aminopropyl]-2-chloro-N-[(4-fluoro-1,3-thiazol-2-yl)methyl]-7-methylthiothieno[3,2-d]pyrimidin-4-amine